1,3-bis(((S)-oxiran-2-yl)methoxy)benzene O1[C@@H](C1)COC1=CC(=CC=C1)OC[C@H]1OC1